C(C)OC(=O)C1=CC2=C(NC3=CC=CC=C23)N=C1C methyl-9H-pyrido[2,3-b]indole-3-carboxylic acid ethyl ester